5-bromofuro[2,3-c]pyridine BrC=1C=C2C(=CN1)OC=C2